2-bromo-N-(4-(naphthalen-2-yl)phenyl)-N-phenyl-aniline BrC1=C(N(C2=CC=CC=C2)C2=CC=C(C=C2)C2=CC3=CC=CC=C3C=C2)C=CC=C1